O.O.O.P(=O)(O)([O-])[O-].[Mn+2] manganese monohydrogen phosphate trihydrate